C(O)C(C(=O)O)(C(=O)O)CO dimethylolmalonic acid